(R)-4-methyl-5-(2-methylpyrrolidin-1-yl)-2-nitropyridine CC1=CC(=NC=C1N1[C@@H](CCC1)C)[N+](=O)[O-]